6-(difluoromethoxy)-2-methylpyridine-3-sulfonyl chloride FC(OC1=CC=C(C(=N1)C)S(=O)(=O)Cl)F